3,3-dimethyl-4-[1-[(3S)-pyrrolidin-3-yl]Indazol-3-yl]-1H-pyrrolo[2,3-b]Pyridin-2-one dihydrochloride Cl.Cl.CC1(C(NC2=NC=CC(=C21)C2=NN(C1=CC=CC=C21)[C@@H]2CNCC2)=O)C